tert-Butyl ((5-(2-fluorophenyl) methoxy-1H-pyrrol-3-yl)methyl)(methyl)carbamate FC1=C(C=CC=C1)COC1=CC(=CN1)CN(C(OC(C)(C)C)=O)C